3-chloro-5-((1-((4-methyl-5-oxo-4,5-dihydro-1H-1,2,4-triazol-3-yl)methyl)-2-oxo-4-(trifluoromethyl)-1,2-dihydropyridin-3-yl)oxy)benzamide ClC=1C=C(C(=O)N)C=C(C1)OC=1C(N(C=CC1C(F)(F)F)CC1=NNC(N1C)=O)=O